FC1=C(CN(S(=O)(=O)C)C2=C(C=CC=C2)F)C=CC(=C1)C(=O)NNC(C(F)(F)F)=O N-(2-fluoro-4-(2-(2,2,2-trifluoroacetyl)hydrazine-1-carbonyl)benzyl)-N-(2-fluorophenyl)methanesulfonamide